C(C1=CC=CC=C1)OCC(CC1(C(NC(N1)=O)=O)C)C(=O)N1C[C@@H](N(CC1)C1=CC(=CC=C1)F)C 5-[2-(benzyloxymethyl)-3-[(3S)-4-(3-fluorophenyl)-3-methyl-piperazin-1-yl]-3-oxo-propyl]-5-methyl-imidazolidine-2,4-dione